lithium alumanuide [AlH4-].[Li+]